sulfinyladenosine S(=O)=C([C@@H]1[C@H]([C@H]([C@@H](O1)N1C=NC=2C(N)=NC=NC12)O)O)O